1-(2-cyano-4-methyl-phenyl)-N-(4-(2-(((1r,4r)-4-(dimethyl-amino)cyclohexyl)-amino)-8-isopropyl-7-oxo-7,8-dihydropyrido-[2,3-d]pyrimidin-6-yl)-2,3,6-trifluorophenyl)-methanesulfonamide C(#N)C1=C(C=CC(=C1)C)CS(=O)(=O)NC1=C(C(=C(C=C1F)C1=CC2=C(N=C(N=C2)NC2CCC(CC2)N(C)C)N(C1=O)C(C)C)F)F